C(C=C)O[C@H]1[C@@H](C[C@](SC2=CC=C(C=C2)C)(O[C@@H]1COCC1=CC=C(C=C1)OC)N=[N+]=[N-])OCC1=CC=CC=C1 p-Tolyl 4-O-allyl-2-deoxy-azido-3-O-benzyl-6-O-para-methoxylbenzyl-1-thio-β-D-glucopyranoside